C(C)OC(=O)C1=C(SC=C1C1=CC=C(C=C1)F)NC(=O)NCCCCN1CCCC1 4-(4-fluorophenyl)-2-{3-[4-(pyrrolidin-1-yl)butyl]ureido}thiophene-3-carboxylic acid ethyl ester